cycloheptyl(4,10-dihydrobenzo[b]pyrrolo[2,3-e][1,4]diazepin-5(1H)-yl)methanone C1(CCCCCC1)C(=O)N1C2=C(NC3=C(C1)C=CN3)C=CC=C2